S=C1NC(=NN1)C1CCN(CC1)C(=O)OCC1=CC=CC=C1 benzyl 4-(5-sulfanylidene-1,4-dihydro-1,2,4-triazol-3-yl)piperidine-1-carboxylate